(S)-N,N-dibenzyl-3-methyl-4-methoxy-5-benzyloxyphenylalaninol C(C1=CC=CC=C1)N([C@@H](CC1=CC(=C(C(=C1)OCC1=CC=CC=C1)OC)C)CO)CC1=CC=CC=C1